3-bromo-5-cyclopentylpyridine BrC=1C=NC=C(C1)C1CCCC1